BrC1=CC(=C(C=C1OC)C(C)=O)OC 1-(4-bromo-2,5-dimethoxyphenyl)ethan-1-one